NC=1SCC2(N1)CCOC1=CC=C(C=C12)NS(=O)(=O)C1=CC=C(C=C1)Br N-(2'-amino-5'H-spiro[chromane-4,4'-thiazol]-6-yl)-4-bromobenzenesulfonamide